S1N=CC(=C1)C(=O)N1CCC(CC1)C(=O)N1N=CCC1C1=CC=CC=C1 isothiazol-4-yl(4-(5-phenyl-4,5-dihydro-1H-pyrazole-1-carbonyl)piperidin-1-yl)methanone